C(C1=CC=CC=C1)OC1=NC(=CC=C1C1=NN(C2=CC(=CC=C12)C1CCN(CC1)C(=O)OC(C)(C)C)C)OCC1=CC=CC=C1 tert-butyl 4-(3-(2,6-bis(benzyloxy)pyridin-3-yl)-1-methyl-1H-indazol-6-yl)piperidine-1-carboxylate